tert-Butyl 4-(2-(5-(3-chloro-6-(difluoromethyl)-2-fluorophenyl)-4-methoxypyridin-2-yl)-3-cyclopropylpropanamido)benzoate ClC=1C(=C(C(=CC1)C(F)F)C=1C(=CC(=NC1)C(C(=O)NC1=CC=C(C(=O)OC(C)(C)C)C=C1)CC1CC1)OC)F